ClC1=C(C=CC(=C1)Cl)NC(=O)C1=NC(=NO1)C1=CC=C(C=C1)C (2,4-dichlorophenyl)-3-(p-tolyl)-1,2,4-oxadiazole-5-carboxamide